(S)-(2,7-dimethyl-3-(3,4,5-trifluorophenyl)-2,4,5,7-tetrahydro-6H-pyrazolo[3,4-c]pyridin-6-yl)(1-methyl-1H-indazol-7-yl)methanone CN1N=C2[C@@H](N(CCC2=C1C1=CC(=C(C(=C1)F)F)F)C(=O)C=1C=CC=C2C=NN(C12)C)C